5-amino-1-(2-((2-((3-chloro-2-fluorobenzyl)amino)-2-oxoethyl)(cyclopropyl)amino)-2-oxoethyl)-1H-pyrazolo[3,4-b]pyridine-3-carboxamide NC=1C=C2C(=NC1)N(N=C2C(=O)N)CC(=O)N(C2CC2)CC(=O)NCC2=C(C(=CC=C2)Cl)F